1-(2-chlorobenzoyl)-N-[(5-chlorothiophen-2-yl)methyl]-3-[1-(piperazine-1-sulfonyl)pyrrolidin-3-yl]-1H-pyrazol-5-amine ClC1=C(C(=O)N2N=C(C=C2NCC=2SC(=CC2)Cl)C2CN(CC2)S(=O)(=O)N2CCNCC2)C=CC=C1